Cl.CN(C)CCCN=C=NCC dimethylaminopropyl-ethyl-carbodiimide hydrochloride